7-((3aS,4R,6S,6aR)-6-(2-acetyl-4-fluorophenoxy)-2,2-dimethyltetrahydro-4H-cyclopenta[d][1,3]dioxol-4-yl)-4-methyl-7H-pyrrolo[2,3-d]pyrimidine 3-oxide C(C)(=O)C1=C(O[C@H]2C[C@H]([C@H]3[C@@H]2OC(O3)(C)C)N3C=CC2=C3N=C[N+](=C2C)[O-])C=CC(=C1)F